8-amino-7-cyclobutyl-2-methoxyquinoline-3-carboxylic acid NC=1C(=CC=C2C=C(C(=NC12)OC)C(=O)O)C1CCC1